S(=O)(=O)(OCCCC)OCCCC.[Na] sodium dibutyl sulfate